N1CC2(C=3C1=NC=C(C3)C3=CNC1=CC=C(C=C31)C(=O)N(C)C)CC2 3-(1',2'-Dihydrospiro[cyclopropane-1,3'-pyrrolo[2,3-b]pyridin]-5'-yl)-N,N-dimethyl-1H-indole-5-carboxamide